N[C@H]1CN(CCC1)C(=O)C1=NN(C(=C1)C1=CC(=C(C#N)C=C1)F)C1=C(C=C(C=C1)N1CC(CC1)(F)F)F (R)-4-(3-(3-aminopiperidine-1-carbonyl)-1-(4-(3,3-difluoropyrrolidin-1-yl)-2-fluorophenyl)-1H-pyrazol-5-yl)-2-fluorobenzonitrile